1,2-bis(2-(5-chloroindole-2-carbonylamino)ethoxy)ethane ClC=1C=C2C=C(NC2=CC1)C(=O)NCCOCCOCCNC(=O)C=1NC2=CC=C(C=C2C1)Cl